O[C@H](COC=1C=C(C=CC1)S(=O)(=O)NCCO)CN[C@H]1COC2(C1)CCN(CC2)S(=O)(=O)C2=CC1=C(OCCN1C)N=C2 3-((S)-2-hydroxy-3-((R)-8-(1-methyl-2,3-dihydro-1H-pyrido[2,3-b][1,4]oxazin-7-ylsulfonyl)-1-oxa-8-azaspiro[4.5]decan-3-ylamino)propoxy)-N-(2-hydroxyethyl)benzenesulfonamide